S1C=NC(=C1)C(=O)OC1CN(C1)C=1N=C(C2=C(N1)CC[S@+]2[O-])NC2CC1(C2)COC1 [1-[(5R)-4-(6-oxaspiro-[3.3]heptan-2-ylamino)-5-oxido-6,7-dihydrothieno-[3,2-d]pyrimidin-5-ium-2-yl]azetidin-3-yl] thiazole-4-carboxylate